C(=O)O.C(CC)(=O)N propionamide formate